2-(2-(6-fluoropyridin-2-yl)-1,6-naphthyridin-7-yl)-N-(4-methyl-3-(methylsulfonyl)phenyl)acetamide FC1=CC=CC(=N1)C1=NC2=CC(=NC=C2C=C1)CC(=O)NC1=CC(=C(C=C1)C)S(=O)(=O)C